N1C=NC=2C(=NC=3C=CC=NC3C21)N 1H-imidazo[4,5-c][1,5]naphthyridin-4-amine